FC(OC1=CC=C(C=C1)NC=1C(=NC=CN1)N1CCN(CC1)C(C=C)=O)F 1-(4-(3-((4-(difluoromethoxy)phenyl)amino)pyrazin-2-yl)piperazin-1-yl)prop-2-en-1-one